(+)-N-[2-[1(S)-(3-Ethoxy-4-methoxyphenyl)-2-(methylsulfonyl)ethyl]-1,3-dioxo-2,3-dihydro-1H-isoindol-4-yl]acetamide C(C)OC=1C=C(C=CC1OC)[C@@H](CS(=O)(=O)C)N1C(C2=CC=CC(=C2C1=O)NC(C)=O)=O